7-acetylflavanone C(C)(=O)C1=CC=C2C(CC(OC2=C1)C1=CC=CC=C1)=O